3-(phenylsulfonyl)acrylic acid (E)-methyl ester COC(\C=C\S(=O)(=O)C1=CC=CC=C1)=O